ClC=1C(=C(C(=O)O)C=C(C1)NC(=O)C1(CC1)C1=C(C=C(C=C1)OC(F)(F)F)F)C=1C=NN(C1)C1CCC1 3-Chloro-2-(1-cyclobutyl-1H-pyrazol-4-yl)-5-[({1-[2-fluoro-4-(trifluoromethoxy)phenyl]cyclopropyl}carbonyl)amino]benzoic acid